CN1C(C(=C(C2=CC=CC=C12)N1CCC(CC1)C=1C=C2C(C(N(C2=CC1)C)=O)(C)C)C#N)=O 1-methyl-2-oxo-4-[4-(1,3,3-trimethyl-2-oxo-2,3-dihydro-1H-indol-5-yl)piperidin-1-yl]-1,2-dihydroquinoline-3-carbonitrile